C1(CCCC1)C=1N=C(NC(C1C#N)=O)SCC1=C(C=CC(=C1)C)C 4-cyclopentyl-2-[[(2,5-dimethylphenyl)methyl]thio]-1,6-dihydro-6-oxo-5-pyrimidinecarbonitrile